C(C)N1CCC(CC1)CNC(CC)=O N-((1-ethylpiperidin-4-yl)methyl)propanamide